CN1C(C(=C(C=C1)[O-])NC(N[C@@H](CC(=O)O)C1=CC(=CC=C1)C1=NC=CC=C1)=O)=O.[Na+].FC1=C(C(=C(C(=C1[B-](C1=C(C(=C(C(=C1F)F)F)F)F)(C1=C(C(=C(C(=C1F)F)F)F)F)C1=C(C(=C(C(=C1F)F)F)F)F)F)F)F)F.C(CCCCCCCCCCCCCCC)[NH+](C)C cetyldimethylammonium tetrakis(pentafluorophenyl)borate Natrium (S)-3-(3-(1-Methyl-4-oxido-2-oxo-1,2-dihydropyridin-3-yl)ureido)-3-(3-(pyridin-2-yl)phenyl)propanoat